COC(C(CCC(=O)NC1=CC=C(C=C1)CO)C)=O methyl-5-((4-(hydroxymethyl)phenyl)amino)-5-oxopentanoic acid methyl ester